1,3,5-tris(3-dimethylaminopropyl)-hexahydrotriazine CN(CCCN1NN(CC(C1)CCCN(C)C)CCCN(C)C)C